4-chloro-1H-pyrazolo[4,3-b]pyridine ClN1C=2C(=CC=C1)NNC2